N-[1-[(6S)-6-[1-ethyl-1H-pyrrolo[2,3-b]pyridin-5-ylamino]-5,6,7,8-tetrahydroquinolin-2-yl]-4-(methoxymethyl)pyrrolidin-3-yl]carbamic acid tert-butyl ester C(C)(C)(C)OC(NC1CN(CC1COC)C1=NC=2CC[C@@H](CC2C=C1)NC=1C=C2C(=NC1)N(C=C2)CC)=O